4-((2S,5R)-4-((1-((4-cyanophenyl)sulfonyl)-1H-1,2,3-triazol-4-yl)methyl)-2,5-dimethylpiperazin-1-yl)-1-methyl-2-oxo-1,2-dihydroquinoline-3-carbonitrile C(#N)C1=CC=C(C=C1)S(=O)(=O)N1N=NC(=C1)CN1C[C@@H](N(C[C@H]1C)C1=C(C(N(C2=CC=CC=C12)C)=O)C#N)C